CN1N=C(C=C1)COC=1C=C2CNC(C2=CC1C=1C=NN(C1)C)=O 5-((1-methyl-1H-pyrazol-3-yl)methoxy)-6-(1-methyl-1H-pyrazol-4-yl)isoindolin-1-one